ClC1=CC(=CC=2NC3=CC(=CC=C3C(C12)(C)C)OC)Cl 1,3-Dichloro-6-methoxy-9,9-dimethyl-9,10-dihydroacridine